C4,4'-dimethoxytrityl chloride COC1=CC=C(C(C2=CC=C(C=C2)OC)(C2=CC=CC=C2)Cl)C=C1